2,2'-(2-((R)-3-methyl-1-((S)-3-phenyl-2-(pyrazine-2-carboxamido)propanamido)butyl)-5-oxo-1,3,2-dioxaborolane-4,4-diyl)bis(N,N-dimethylacetamide) CC(C[C@H](NC([C@H](CC1=CC=CC=C1)NC(=O)C1=NC=CN=C1)=O)B1OC(C(O1)(CC(=O)N(C)C)CC(=O)N(C)C)=O)C